[Li+].[Mn](=O)(=O)([O-])[O-].[Fe+2].[Li+].FC(C(C(C(C(C(C(C(C(C(F)(F)F)(F)F)(F)F)(F)F)(F)F)(F)F)(F)F)(F)F)(F)F)([Si](N(C(F)(F)F)C(F)(F)F)(N(C(F)(F)F)C(F)(F)F)N(C(F)(F)F)C(F)(F)F)F.[Mn](=O)(=O)([O-])[O-] Perfluorodecyl-tris(dimethylamino)silane lithium iron manganate lithium